N-((4bS,9bS)-1-amino-4b-hydroxy-7-methyl-10-oxo-4b,10-dihydro-9bH-indeno[1,2-b]benzofuran-9b-yl)acetamide NC1=C2C([C@@]3([C@@](OC4=C3C=CC(=C4)C)(C2=CC=C1)O)NC(C)=O)=O